(2-hydroxy-4-(2H-1,2,3-triazol-2-yl)phenyl)boronic acid OC1=C(C=CC(=C1)N1N=CC=N1)B(O)O